FC1CN(CC1)S(=O)(=O)N 3-fluoropyrrolidine-1-sulfonamid